Cl.COCC1(CCNCC1)CC1=NC=CC=C1 2-[[4-(methoxymethyl)-4-piperidyl]methyl]pyridine, hydrochloride